CC(CCOC(C)=O)CC(C)(C)C.[N+](=O)([O-])C=CC1=NNC=C1 Nitrovinyl-pyrazole 3,5,5-TRIMETHYLHEXYL-ACETATE